[W].[Co].[Ni] Nickel-cobalt-tungsten